CSCCCCCCCC(C(=O)O)N The molecule is a sulfur-containing amino acid consisting of 2-aminononanoic acid having a methylthio substituent at the 9-position. It is a sulfur-containing amino acid and a non-proteinogenic alpha-amino acid. It is a tautomer of a pentahomomethionine zwitterion.